COC(C(=C)NC(C(=C)NC(=O)C=1N=C(SC1)N1CCC(CC1)NC(=O)C1OCCOC1)=O)=O.C(C)(C)(CC)C1=CC=CC=C1 2-tertiary amyl-benzene Methyl-2-(2-(2-(4-(1,4-dioxane-2-carboxamido)piperidin-1-yl)thiazole-4-carboxamido)acrylamido)acrylate